N-((R)-(2-(4-((S)-1-(benzo[d]thiazol-5-yl)ethyl)piperazin-1-yl)pyrimidin-5-yl)(methyl)(oxo)-λ6-sulfanylidene)-2,2,2-trifluoroacetamide S1C=NC2=C1C=CC(=C2)[C@H](C)N2CCN(CC2)C2=NC=C(C=N2)[S@](=NC(C(F)(F)F)=O)(=O)C